methyl 2-(benzyloxycarbonylamino)-3-(dimethylamino)prop-2-enoate C(C1=CC=CC=C1)OC(=O)NC(C(=O)OC)=CN(C)C